ClC1=C(C=C2CCNCC2=C1)NC1=NC=C(C(=N1)C=1SC(=C(C1)S(=O)(=O)C)COC)C(F)(F)F 7-chloro-N-(4-(5-(methoxymethyl)-4-(methylsulfonyl)thiophen-2-yl)-5-(trifluoromethyl)pyrimidin-2-yl)-1,2,3,4-tetrahydroisoquinolin-6-amine